ClC=1C=C2C3=C(N(C2=C(C1)C=1C=NN(C1)C)CC(F)(F)F)C=NC=C3 6-Chloro-8-(1-methyl-1H-pyrazol-4-yl)-9-(2,2,2-trifluoro-ethyl)-9H-pyrido[3,4-b]indole